(E)-3-(dimethylamino)-1-(tetrahydrofuran-3-yl)prop-2-en-1-one tert-butyl-[(6-bromoquinazolin-2-yl)amino]piperidine-1-carboxylate C(C)(C)(C)C1(N(CCCC1)C(=O)O)NC1=NC2=CC=C(C=C2C=N1)Br.CN(/C=C/C(=O)C1COCC1)C